BrC=1C=CC(=NC1)C(C)(C)OCC(=O)O 2-((2-(5-bromopyridin-2-yl)propan-2-yl)oxy)acetic acid